2'-[6-amino-5-(difluoromethoxy)pyridin-3-yl]-N-[2-(2-fluorophenyl)propan-2-yl]-5',6'-dihydrospiro[azetidine-3,4'-pyrrolo[1,2-b]pyrazole]-1-carboxamide NC1=C(C=C(C=N1)C=1C=C2N(N1)CCC21CN(C1)C(=O)NC(C)(C)C1=C(C=CC=C1)F)OC(F)F